((4-methoxy-3,5-dimethylpyridin-2-yl)methyl)-(3-(trifluoromethyl)phenyl)carbamic acid tert-butyl ester C(C)(C)(C)OC(N(C1=CC(=CC=C1)C(F)(F)F)CC1=NC=C(C(=C1C)OC)C)=O